3-{4-[(2-amino-4-pyrimidinyl)oxy]-2-methylphenyl}-1-[5-(trifluoromethyl)-3-pyridinyl]-2,4-imidazolidinedione NC1=NC=CC(=N1)OC1=CC(=C(C=C1)N1C(N(CC1=O)C=1C=NC=C(C1)C(F)(F)F)=O)C